2-(chloromethyl)prop-2-en ClCC(C)=C